1-isobutyl-8-(4-methoxyphenyl)-3-methyl-7-(4-((4-(methylsulfonyl)piperidin-1-yl)methyl)phenyl)-3,6-dihydroimidazo[4,5-d]pyrrolo[2,3-b]pyridin-2(1H)-one C(C(C)C)N1C(N(C=2C1=C1C(=NC2)NC(=C1C1=CC=C(C=C1)OC)C1=CC=C(C=C1)CN1CCC(CC1)S(=O)(=O)C)C)=O